3-fluoro-4-methoxybenzene-dibenzothiophene salt C1=CC=CC=2SC3=C(C21)C=CC=C3.FC=3C=CC=CC3OC